pyridine-3-carbonitrile HCl Cl.N1=CC(=CC=C1)C#N